CC1=C(OC(C(=O)OCC)(C)C)C(=CC(=C1)C(C)N1N=CN(C1=O)C1=CC=C(C=C1)C(F)(F)F)C Ethyl 2-(2,6-dimethyl-4-(1-(5-oxo-4-(4-(trifluoromethyl)phenyl)-4,5-dihydro-1H-1,2,4-triazol-1-yl)ethyl)-phenoxy)-2-methylpropionate